C(C1=CC=CC=C1)OC=1C=C(C=CC1)C[C@H](CC)O (S)-1-(3-(benzyloxy)phenyl)butan-2-ol